9-Bromo-4,5-dihydronaphtho[2,1-d]isoxazol-7-amine BrC=1C=C(C=C2CCC=3C=NOC3C12)N